(3-(6-bromo-3,4-dihydroquinolin-1(2H)-yl)-1,2,4-oxadiazol-5-yl)-2-isopropoxybenzonitrile BrC=1C=C2CCCN(C2=CC1)C1=NOC(=N1)C=1C(=C(C#N)C=CC1)OC(C)C